C(C)(C)(C)OC(=O)N(C1[C@@H]2CN(C[C@H]12)C(=O)OCC1=CC=CC=C1)C Benzyl (1R,5S,6s)-6-((tert-butoxycarbonyl) (methyl) amino)-3-azabicyclo[3.1.0]hexane-3-carboxylate